ClC1=CC2=C(N=N1)C=CC(N2)=O 3-chloro-5H-pyrido[3,2-c]pyridazin-6-one